ClC1=C(C=C(C=C1)[C@H]1[C@@H](C1)C=1C=NC(=NC1)C1=NC=CC=N1)OC trans-5-(2-(4-chloro-3-methoxyphenyl)cyclopropyl)-2,2'-bipyrimidine